3-(4-mercapto-1-carbonyl-isoindolin-2-yl)piperidine-2,6-dione SC1=C2CN(C(C2=CC=C1)=C=O)C1C(NC(CC1)=O)=O